1-Methyl-N-(5-(1-oxo-2,6-naphthyridin-2(1H)-yl)thiazol-2-yl)piperidine-4-carboxamide CN1CCC(CC1)C(=O)NC=1SC(=CN1)N1C(C2=CC=NC=C2C=C1)=O